FC=1C=C(C=C(C1OC(F)(F)F)F)C1=C(C=C(C=C1)C1=CCC(CC1)C1OCC(CO1)CCC)F 2-[4-[4-[3,5-difluoro-4-(trifluoromethoxy)phenyl]-3-fluoro-phenyl]cyclohex-3-en-1-yl]-5-propyl-1,3-dioxan